2-ethylsulfanyl-8-[(1R)-1-[(6-methoxy-2-methyl-3-pyridinyl)amino]ethyl]-3,6-dimethyl-benzopyran-4-one C(C)SC=1OC2=C(C(C1C)=O)C=C(C=C2[C@@H](C)NC=2C(=NC(=CC2)OC)C)C